diazepane N1NCCCCC1